1-(5-hexyn-1-yl)piperazine C(CCCC#C)N1CCNCC1